(3aR,6aS)-5-benzyl-3a,6a-dimethyltetrahydro-1H-furo[3,4-c]pyrrole C(C1=CC=CC=C1)N1C[C@@]2([C@](C1)(COC2)C)C